(R)-(2-(5-(2-(3-chlorophenyl)pyrrolidin-1-yl)pyrazolo[1,5-a]pyrimidin-3-yl)-1H-benzo[d]imidazol-6-yl)dimethylphosphine oxide ClC=1C=C(C=CC1)[C@@H]1N(CCC1)C1=NC=2N(C=C1)N=CC2C2=NC1=C(N2)C=C(C=C1)P(C)(C)=O